3-amino-5-(4-fluorophenyl)-6-[3-methylimidazo[1,2-a]Pyridin-6-yl]Pyrazine-2-carboxylic acid methyl ester COC(=O)C1=NC(=C(N=C1N)C1=CC=C(C=C1)F)C=1C=CC=2N(C1)C(=CN2)C